OC[C@H]1CN(CCO1)C(=O)OC(C)(C)C (R)-tert-butyl 2-hydroxymethylmorpholine-4-carboxylate